CC=1OC=C(N1)CC(=O)N1CC2=CC=CC(=C2CC1)NC1=CC=C(C=C1)C(F)(F)F 2-(2-methyl-1,3-oxazol-4-yl)-1-(5-{[4-(trifluoromethyl)phenyl]amino}-1,2,3,4-tetrahydroisoquinolin-2-yl)ethan-1-one